C1(=CC=CC=C1)SC[C@@H](CCN1CCN(CC1)C(=O)OCC(Cl)(Cl)Cl)NC1=C(C=C(C=C1)S(N)(=O)=O)S(=O)(=O)C(F)(F)F 2,2,2-trichloroethyl (R)-4-(4-(phenylthio)-3-((4-sulfamoyl-2-(trifluoromethylsulfonyl)phenyl)amino)butyl)piperazine-1-carboxylate